N1(C=NC=C1)C1=CC=C(C=N1)C#CC=1C=NC(=NC1)N1C[C@@H](N(CC1)C1=NC=NC(=C1)F)COC (R)-5-((6-(1H-imidazol-1-yl)pyridin-3-yl)ethynyl)-2-(4-(6-fluoropyrimidin-4-yl)-3-(methoxymethyl)piperazin-1-yl)pyrimidine